(+/-)-N-{4-[(3-chloro-1H-pyrrolo[2,3-b]pyridin-4-yl)oxy]-3,5-difluorophenyl}-4-(propan-2-yl)-5,6-dihydro-4H-1,3-oxazin-2-amine ClC1=CNC2=NC=CC(=C21)OC2=C(C=C(C=C2F)NC=2OCC[C@@H](N2)C(C)C)F |r|